CC1=C(C(=CC=C1)C)N1C(C2=C(NS1(=O)=O)C=CC(=C2)C(=O)OC)=O methyl 3-(2,6-dimethylphenyl)-4-oxo-3,4-dihydro-1H-benzo[c][1,2,6]thiadiazine-6-carboxylate 2,2-dioxide